(2S,4R)-N-[(4-cyclopropyl-5-methyl-1,2,4-triazol-3-yl)methyl]-1-[(2S)-2-(4-cyclopropyltriazol-1-yl)-3,3-dimethyl-butanoyl]-4-hydroxy-pyrrolidine-2-carboxamide C1(CC1)N1C(=NN=C1C)CNC(=O)[C@H]1N(C[C@@H](C1)O)C([C@H](C(C)(C)C)N1N=NC(=C1)C1CC1)=O